Cl.Cl.N1CCNCCC1 hexahydro-1H-1,4-diazepine dihydrochloride